BrC1=CC=C(C=C1)[C@]12[C@](C=3C(=NC(=CC3)OC)O1)(C([C@@H]([C@H]2C2=CC=CC=C2)C(=O)OC)=O)O |r| rac-methyl (4bR,6R,7S,7aR)-7a-(4-bromophenyl)-4b-hydroxy-2-methoxy-5-oxo-7-phenyl-4b,6,7,7a-tetrahydro-5H-cyclopenta[4,5]furo[2,3-b]pyridine-6-carboxylate